2-propylmercapto-5-(4-methoxyphenyl)-5,6-dihydropyrido[2,3-d]pyrimidine-4,7(3H,8H)-dione C(CC)SC=1NC(C2=C(N1)NC(CC2C2=CC=C(C=C2)OC)=O)=O